2-amino-4-(butylamino)-6-((2-methoxy-6-(pyrrolidin-1-ylmethyl)pyridin-3-yl)methyl)pyrido[4,3-d]pyrimidin-5(6H)-one NC=1N=C(C2=C(N1)C=CN(C2=O)CC=2C(=NC(=CC2)CN2CCCC2)OC)NCCCC